1-(1-(((4-(3,8-diazabicyclo[3.2.1]octan-3-yl)-7-(6-chloro-5-methyl-1H-indazol-4-yl)-6,8-difluoroquinazolin-2-yl)oxy)methyl)cyclopropyl)-N,N-dimethylmethanamine C12CN(CC(CC1)N2)C2=NC(=NC1=C(C(=C(C=C21)F)C2=C1C=NNC1=CC(=C2C)Cl)F)OCC2(CC2)CN(C)C